NC1=C(C=C(C=N1)C=1C=C2N(N1)CCC21CN(CC1)C(=O)N[C@H](C)C1=NC=CC=C1C#N)C(F)(F)F 2'-[6-amino-5-(trifluoromethyl)pyridin-3-yl]-N-[(1R)-1-(3-cyanopyridin-2-yl)ethyl]-5',6'-dihydrospiro[pyrrolidine-3,4'-pyrrolo[1,2-b]pyrazole]-1-carboxamide